ClC1=C2C(=NC=C1C1=C(C(=CC=C1)C(N(C)C)=O)F)NC[C@]21C[C@](CC1)(C(=O)N)C (1R,3S)-4'-Chloro-5'-(3-(dimethylcarbamoyl)-2-fluorophenyl)-3-methyl-1',2'-dihydrospiro[cyclopentane-1,3'-pyrrolo[2,3-b]pyridine]-3-carboxamide